FC1=CC=C(CC2(NC3=CC=CC=C3N=C2NC2=CC(=C(C(=C2)F)F)F)N)C=C1 2-(4-fluorobenzyl)-N3-(3,4,5-trifluorophenyl)quinoxaline-2,3-diamine